N=1C=CN2C1CC[C@H](C2)CC2CC21NCCC(C1)C(=O)N (((S)-5,6,7,8-tetrahydroimidazo[1,2-a]pyridin-6-yl)methyl)-4-azaspiro[2.5]octane-7-carboxamide